7-methyl-5-(1-{[3-(trifluoromethyl)phenyl]acetyl}-2,3-dihydro-1H-indol-5-yl)-7H-pyrrolo[2,3-d]pyrimidin-4-amine CN1C=C(C2=C1N=CN=C2N)C=2C=C1CCN(C1=CC2)C(CC2=CC(=CC=C2)C(F)(F)F)=O